3-Amino-4-chloro-N,1-dimethyl-1H-pyrazole-5-carboxamide NC1=NN(C(=C1Cl)C(=O)NC)C